(S)-2-chloro-N-(1-(5-(3-(2-chloro-7-(1-methoxyethyl)pyrazolo[1,5-a]pyrimidin-6-yl)ureido)-3-(trifluoromethyl)pyridin-2-yl)-1H-pyrazol-4-yl)-2,2-difluoroacetamide ClC(C(=O)NC=1C=NN(C1)C1=NC=C(C=C1C(F)(F)F)NC(=O)NC=1C=NC=2N(C1[C@H](C)OC)N=C(C2)Cl)(F)F